FC(C(=O)O)(F)F.FC1=CC=2N(C=C1NC(=O)N1CCC=3C1=NC=CC3N3C[C@@H](N(CC3)CC(F)(F)F)C)C=C(N2)C (S)-N-(7-fluoro-2-methylimidazo[1,2-a]pyridin-6-yl)-4-(3-methyl-4-(2,2,2-trifluoroethyl)piperazin-1-yl)-2,3-dihydro-1H-pyrrolo[2,3-b]pyridine-1-carboxamide 2,2,2-trifluoroacetate